CC=1C=C(C=C(C1)C)C1SCCCS1 2-(3,5-dimethylphenyl)-1,3-dithiane